28,30-dimethyl-4,7,10,13,16,19,22,25-octaoxa-28-azahentriacontanoic acid CN(CCOCCOCCOCCOCCOCCOCCOCCOCCC(=O)O)CC(C)C